tert-butyl (1R,4R,5S)-5-(7-bromo-8-(2-cyanoethyl)-2-(3-(dimethylamino)-3-oxopropyl)-6-fluoro-4-(methylthio)-1H-pyrrolo[3,2-c]quinolin-1-yl)-2-azabicyclo[2.1.1]hexane-2-carboxylate BrC=1C(=CC=2C3=C(C(=NC2C1F)SC)C=C(N3[C@H]3[C@H]1CN([C@@H]3C1)C(=O)OC(C)(C)C)CCC(=O)N(C)C)CCC#N